BrC=1C(=CC2=C(C1)C=1N(N=C(C1OCC2)C(=O)O)C2=CC(=CC(=C2)Cl)Cl)OC 9-bromo-1-(3,5-dichlorophenyl)-8-methoxy-5,6-dihydro-[3]benzoxepino[5,4-c]pyrazole-3-carboxylic acid